(E)-Ethyl 3-(4-((E)-1-(1H-indazol-5-yl)-2-phenylbut-1-en-1-yl)phenyl)acrylate N1N=CC2=CC(=CC=C12)\C(=C(/CC)\C1=CC=CC=C1)\C1=CC=C(C=C1)/C=C/C(=O)OCC